N1(CCCC1)CCC(=O)N 3-pyrrolidin-1-ylpropanamide